3-methoxy-2-[1-(oxan-2-yl)pyrazol-4-yl]-5-(trimethylstannyl)pyrazine N1-methylpseudouridine-5'-triphosphate P(O)(=O)(OP(=O)(O)OP(=O)(O)O)OC[C@@H]1[C@H]([C@H]([C@@H](O1)C1=CN(C(=O)NC1=O)C)O)O.COC=1C(=NC=C(N1)[Sn](C)(C)C)C=1C=NN(C1)C1OCCCC1